ClC1=CC=C2C(=N1)SC(=C2)C(=O)NC2=CC1=CN(N=C1C=C2OC)C 6-chloro-N-(6-methoxy-2-methyl-indazol-5-yl)thieno[2,3-b]pyridine-2-carboxamide